COC=1N(C(=C(N1)C(=O)NC)C)C=1C=NC(=CC1)C methoxy-N,5-dimethyl-1-(6-methyl-3-pyridinyl)imidazole-4-carboxamide